C(C)(C)(C)C=1C=CC2=C(N=C(O2)C2=C(C=CC(=C2)N)N)C1 (5-tert-butylbenzo[d]oxazol-2-yl)benzene-1,4-diamine